NCC1=NNC(C2=C(C=C(C=C12)C1=C(N(N=C1)C)C=1C(=CC2=CC=CC=C2C1Cl)C#N)C)=O (M)-3-[4-[4-(aminomethyl)-8-methyl-1-oxo-2H-phthalazin-6-yl]-2-methyl-pyrazol-3-yl]-4-chloro-naphthalene-2-carbonitrile